5-[(2R)-2-{[(cyclopentylmethyl)amino]methyl}-4-fluoro-6-hydroxy-2,3-dihydro-1H-indol-5-yl]-1λ6,2,5-thiadiazolidine-1,1,3-trione C1(CCCC1)CNC[C@@H]1NC2=CC(=C(C(=C2C1)F)N1CC(NS1(=O)=O)=O)O